(3-glycidoxypropyl)dimethylmethoxysilane C(C1CO1)OCCC[Si](OC)(C)C